(5S)-8-chloro-5-(piperidin-1-yl)-1-[trans-4-(pyridin-2-yloxy)cyclohexyl]-5,6-dihydro-4H-[1,2,4]triazolo[4,3-a][1]benzazepine ClC=1C=CC2=C(C[C@@H](CC=3N2C(=NN3)[C@@H]3CC[C@H](CC3)OC3=NC=CC=C3)N3CCCCC3)C1